NC1=NC=C(C(=C1)OC1=C(C=C(C=C1)NC1=NC=CC=C1C(=O)NC1=CC=C(C=C1)C)F)Cl 2-[(4-[(2-amino-5-chloropyridin-4-yl)oxy]-3-fluorophenyl)amino]-N-(4-methylphenyl)pyridine-3-carboxamide